COC=1C=C(CCN)C=C2C1OCO2 3-methoxy-4,5-methylenedioxyphenethylamine